IC1=C(OC2=C1C=CC=C2)C=2C(C1=CC=CC=C1C2I)(C2=CC=CC=C2)C2=CC=CC=C2 3-iodo-2-(3-iodo-1,1-diphenyl-1H-inden-2-yl)benzofuran